(1S,2S)-2-((5-(2-amino-7-methoxybenzo[d]thiazole-6-yl)pyrimidin-2-yl)methoxy)cyclopentane-1-ol NC=1SC2=C(N1)C=CC(=C2OC)C=2C=NC(=NC2)CO[C@@H]2[C@H](CCC2)O